decyl (5-(dinonylamino)pentyl) phosphate P(=O)(OCCCCCCCCCC)(OCCCCCN(CCCCCCCCC)CCCCCCCCC)[O-]